3-vinyl-imidazole hexafluorophosphate F[P-](F)(F)(F)(F)F.C(=C)N1C=NC=C1